BrC1=CC=CC=2OC(OC21)(F)F 4-bromo-2,2-difluoro-benzo[1,3]dioxol